1-chlorocarbonyl-benzotriazole-amine ClC(=O)N1N=NC2=C1C=CC=C2N